5-amino-N-[(1R,3S)-3-{[6-chloro-2-(trifluoromethyl)quinolin-4-yl]amino}cyclohexyl]-1-methyl-1H-pyrazole-4-carboxamide NC1=C(C=NN1C)C(=O)N[C@H]1C[C@H](CCC1)NC1=CC(=NC2=CC=C(C=C12)Cl)C(F)(F)F